ClC=1C=C(CN2C(C3=CC=C(C=C3C(C23CCCC3)C(=O)O)C3=C(C=CC=C3)C(F)(F)F)=O)C=CC1Cl 2'-(3,4-dichlorobenzyl)-1'-oxo-6'-(2-(trifluoromethyl)phenyl)-1',4'-dihydro-2'H-spiro[cyclopentane-1,3'-isoquinoline]-4'-carboxylic acid